COC(=O)C=1C=C2NC(C(NC2=CC1OC(F)F)C)=O 7-(difluoromethoxy)-2-methyl-3-oxo-1,2,3,4-tetrahydroquinoxaline-6-carboxylic acid methyl ester